C1(CC1)OC=1C=C(CN2CC(N(CC2)C2CC3(C2)CCNCC3)C3=C(C=CC=C3)C(C)C)C=CC1 2-(4-(3-cyclopropoxybenzyl)-2-(2-isopropylphenyl)piperazin-1-yl)-7-azaspiro[3.5]nonane